OCCNCC(=O)C1=C(N(C(=C1)C)C1=CC=C(C#N)C=C1)C 4-(3-(2-((2-Hydroxyethyl)amino)acetyl)-2,5-dimethyl-1H-pyrrol-1-yl)benzonitrile